4-((L-valinyl)oxy)butyric acid N[C@@H](C(C)C)C(=O)OCCCC(=O)O